6-chloro-N-{1-[3-(methoxymethyl)bicyclo[1.1.1]pentan-1-yl]-1H-pyrazol-4-yl}-7-(2-oxa-8-azaspiro[4.5]decan-8-yl)quinazolin-2-amine ClC=1C=C2C=NC(=NC2=CC1N1CCC2(CCOC2)CC1)NC=1C=NN(C1)C12CC(C1)(C2)COC